(6-(2-chloro-4-hydroxyphenyl)-1H-indazol-4-yl) Trifluoroacetate FC(C(=O)OC1=C2C=NNC2=CC(=C1)C1=C(C=C(C=C1)O)Cl)(F)F